P(=O)(OC1OC(C2=CC=CC=C12)=O)(OC)OC (3-oxo-1,3-dihydroisobenzofuran-1-yl) dimethyl phosphate